2,6-dichlorobenzoyl-2,5-dimethylphenylphosphine oxide ClC1=C(C(=O)P(C2=C(C=CC(=C2)C)C)=O)C(=CC=C1)Cl